(1R,5S)-tert-butyl 3-(7-(2-amino-3-fluorophenyl)-8-fluoro-2-((hexahydro-1H-pyrrolizin-7a-yl)methoxy)pyrido[4,3-d]pyrimidin-4-yl)-3,8-diazabicyclo[3.2.1]octane-8-carboxylate NC1=C(C=CC=C1F)C1=C(C=2N=C(N=C(C2C=N1)N1C[C@H]2CC[C@@H](C1)N2C(=O)OC(C)(C)C)OCC21CCCN1CCC2)F